5-chloro-4-(cyclopropylmethoxy)-N-[(2R)-4-methyl-1-(methylamino)-1-oxopent-2-yl]pyridine-2-carboxamide ClC=1C(=CC(=NC1)C(=O)N[C@@H](C(=O)NC)CC(C)C)OCC1CC1